(3R,4S)-3-fluoro-1-(5-(4-fluoro-2-methoxyphenyl)imidazo[2,1-b][1,3,4]thiadiazol-2-yl)piperidin-4-amine F[C@@H]1CN(CC[C@@H]1N)C1=NN2C(S1)=NC=C2C2=C(C=C(C=C2)F)OC